(3-nitrobenzoyl)furan-2-carbohydrazide [N+](=O)([O-])C=1C=C(C(=O)C2=C(OC=C2)C(=O)NN)C=CC1